C(C1=CC=CC=C1)OC1=NC(=CC=C1C1=NN(C2=C(C(=CC=C12)C=1CCN(CC1)CC1CCN(CC1)C(=O)OC(C)(C)C)F)C)O tert-butyl 4-((4-(3-(2-(benzyloxy)-6-hydroxypyridin-3-yl)-7-fluoro-1-methyl-1H-indazol-6-yl)-3,6-dihydropyridin-1(2H)-yl)methyl)piperidine-1-carboxylate